(E)-3-(4-prop-2-enoyloxyphenyl)prop-2-enoic acid [3-ethyl-4-[(E)-3-(4-prop-2-enoyloxyphenyl) prop-2-enoyl] oxy-phenyl] ester C(C)C=1C=C(C=CC1OC(\C=C\C1=CC=C(C=C1)OC(C=C)=O)=O)OC(\C=C\C1=CC=C(C=C1)OC(C=C)=O)=O